C12CN(CC2C1)C1=CC=C(C=N1)C(CO)O 1-(6-(3-azabicyclo[3.1.0]hexan-3-yl)pyridin-3-yl)ethane-1,2-diol